N6-[3-(D-alanylamino)benzyl]adenosine N[C@H](C)C(=O)NC=1C=C(CNC=2C=3N=CN([C@H]4[C@H](O)[C@H](O)[C@@H](CO)O4)C3N=CN2)C=CC1